NC=1C2=C(N=CN1)N(C1=C2C=C(C(=N1)C)C)C=1C(=C(C=C(C1F)OC)O)F 3-(4-Amino-6,7-dimethyl-9H-pyrido[3',2':4,5]pyrrolo[2,3-d]pyrimidin-9-yl)-2,4-difluoro-5-methoxyphenol